2-((1r,4r)-4-methoxycyclohexyl)-6-((4-methyl-2-(trifluoromethyl)pyrimidin-5-yl)sulfonyl)-2,6-diazaspiro[3.3]heptane COC1CCC(CC1)N1CC2(C1)CN(C2)S(=O)(=O)C=2C(=NC(=NC2)C(F)(F)F)C